CN1N=C(C=C1)C1=CC(=C(C(=O)N[C@@H]2CNCC[C@H]2C2=CC(=C(C=C2)F)F)C(=C1)F)C 4-(1-methyl-1H-pyrazole-yl)-N-((3S,4S)-4-(3,4-difluorophenyl)piperidin-3-yl)-2-methyl-6-fluorobenzamide